ClC=1N=C(SC1CN1[C@H](C[C@H](C1)OC1=NC=NC(=C1)OC)C)NC(C)=O N-(4-chloro-5-(((2S,4R)-4-((6-methoxypyrimidin-4-yl)oxy)-2-methylpyrrolidin-1-yl)methyl)thiazol-2-yl)acetamide